5-chloro-4-(2-((1-((dimethylamino)methyl)cyclopropyl)methoxy)-8-fluoro-4-(1-oxa-6-azaspiro[3.5]nonan-6-yl)pyrido[4,3-d]pyrimidin-7-yl)-6-fluoronaphthalen-2-ol ClC1=C2C(=CC(=CC2=CC=C1F)O)C1=C(C=2N=C(N=C(C2C=N1)N1CC2(CCO2)CCC1)OCC1(CC1)CN(C)C)F